(S)-N-(3-(2-((1,5-dimethyl-1H-pyrazol-3-yl)amino)-5-methylpyrimidin-4-yl)-1H-indol-7-yl)-2-(3-((5-fluoro-4-thiomorpholinopyrimidin-2-yl)oxy)pyrrolidin-1-yl)acetamide CN1N=C(C=C1C)NC1=NC=C(C(=N1)C1=CNC2=C(C=CC=C12)NC(CN1C[C@H](CC1)OC1=NC=C(C(=N1)N1CCSCC1)F)=O)C